3-(4-(8-fluoroquinolin-4-yl)piperazine-1-carbonyl)pyrrolidine-1-carboxylate FC=1C=CC=C2C(=CC=NC12)N1CCN(CC1)C(=O)C1CN(CC1)C(=O)[O-]